(R)-(1-Benzylpiperidin-3-yl)carbamic acid tert-butyl ester C(C)(C)(C)OC(N[C@H]1CN(CCC1)CC1=CC=CC=C1)=O